2-(2,6-dioxopiperidin-3-yl)-4-(methylsulfonyl)-3-oxoisoindoline-5-carbonitrile O=C1NC(CCC1N1CC2=CC=C(C(=C2C1=O)S(=O)(=O)C)C#N)=O